2,4-dibenzyloxy-6-hydroxyphenylacetone C(C1=CC=CC=C1)OC1=C(C(=CC(=C1)OCC1=CC=CC=C1)O)CC(C)=O